3-(2-aminopropyl)pyridine NC(CC=1C=NC=CC1)C